ClC=1C=C(NC1)C1=NOC(=N1)C1CCC2N(C(C3=C(CC2)C=C(N=C3)F)=O)C1 9-[3-(4-chloro-1H-pyrrol-2-yl)-1,2,4-oxadiazol-5-yl]-3-fluoro-6,6a,7,8,9,10-hexahydrodipyrido[1,2-a:4',3'-e]azepin-12(5H)-one